ethyl 6-tert-butyl-10-methoxy-9-(2-methylthiazol-5-yl)-2-oxo-6,7-dihydro-2H-pyrido[2,1-a]isoquinoline-3-carboxylate C(C)(C)(C)C1N2C(C3=CC(=C(C=C3C1)C1=CN=C(S1)C)OC)=CC(C(=C2)C(=O)OCC)=O